bromo-4-(trifluoromethyl)-benzoic acid methyl ester COC(C1=C(C=C(C=C1)C(F)(F)F)Br)=O